(2S)-N-[[3-fluoro-5-[2-methyl-5-(trifluoromethyl)pyrazol-3-yl]phenyl]methyl]-3-(4-fluorophenyl)sulfonyl-3-azabicyclo[2.1.1]hexane-2-carboxamide FC=1C=C(C=C(C1)C=1N(N=C(C1)C(F)(F)F)C)CNC(=O)[C@@H]1C2CC(N1S(=O)(=O)C1=CC=C(C=C1)F)C2